5-(2,3-dichlorophenyl)-4-methoxy-6-methyl-2-(methylsulfonyl)pyrimidine ClC1=C(C=CC=C1Cl)C=1C(=NC(=NC1C)S(=O)(=O)C)OC